C(C)N(C(C(C)(O)C)=O)C N-ethyl-N,2-dimethyl-2-hydroxypropanamide